FC(C1=C(C=C(C=C1)C(F)(F)F)C(=O)NC=1C=C(C2=C(NC(=N2)COC)C1)C(=O)NC1=C(C(=CC=C1)Cl)C)(F)F 6-({[2,5-Bis(trifluoromethyl)phenyl]carbonyl}amino)-N-(3-chloro-2-methylphenyl)-2-(methoxymethyl)-1H-benzoimidazole-4-carboxamide